COC1=C(C(=CC(=C1)C)C)C1=CC=C2C(=CC(=NC2=N1)C1CNCCC1)S(=O)(=O)C 7-(2-methoxy-4,6-dimethyl-phenyl)-4-methylsulfonyl-2-[3-piperidyl]-1,8-naphthyridine